FC1(CC(C1)C1CN(C1)[C@@H]1[C@H](CCCC1)OC=1C=C2CN(C(C2=CC1)=O)C1C(NC(CC1)=O)=O)F 3-(5-(((1S,2S)-2-(3-(3,3-difluorocyclobutyl)azetidin-1-yl)cyclohexyl)oxy)-1-oxoisoindolin-2-yl)piperidine-2,6-dione